C(C)N1N=CC(=C1C)NC1=NC=2C=C(C(=C(C2C=N1)N)F)C1=C(C2=C(OCCN2)N=C1)C N~2~-(1-ethyl-5-methyl-1H-pyrazol-4-yl)-6-fluoro-7-(8-methyl-2,3-dihydro-1H-pyrido[2,3-b][1,4]oxazin-7-yl)quinazoline-2,5-diamine